5-(6-fluoro-2-(((3R,4R)-3-fluoro-1-(oxetan-3-yl)piperidin-4-yl)amino)-4-methoxypyrrolo[2,1-f][1,2,4]triazin-5-yl)-N-isopropylpyrazolo[1,5-a]pyridine-3-carboxamide FC=1C(=C2C(=NC(=NN2C1)N[C@H]1[C@@H](CN(CC1)C1COC1)F)OC)C1=CC=2N(C=C1)N=CC2C(=O)NC(C)C